2-(4-cyclopropyl-6-methoxypyrimidin-5-yl)-N-(3-fluoro-4-(1-isopropyl-4-(trifluoromethyl)-1H-imidazol-2-yl)benzyl)-7H-purin-6-amine C1(CC1)C1=NC=NC(=C1C1=NC(=C2NC=NC2=N1)NCC1=CC(=C(C=C1)C=1N(C=C(N1)C(F)(F)F)C(C)C)F)OC